O=C1NC(CCC1N1C(N(C2=C1C=CC(=C2)C2CCN(CC2)C2CC1(C2)CCNCC1)C)=O)=O 2-(4-(1-(2,6-dioxopiperidin-3-yl)-3-methyl-2-oxo-2,3-dihydro-1H-benzo[d]imidazol-5-yl)piperidin-1-yl)-7-azaspiro[3.5]nonane